[K].[V].OCC(C)(C)N1C(NCC1)=O 1-(1-hydroxy-2-methylpropan-2-yl)imidazoline-2-one vanadium potassium